C(C1=CC=CC=C1)[C@@](CC(C)(C)F)(C)NC(=O)C=1C=NC2=C(C=CC=C2C1)F N-[(1R)-1-benzyl-3-fluoro-1,3-dimethyl-butyl]-8-fluoro-quinoline-3-carboxamide